1,2-diethoxy-butyl ether C(C)OC(C(CC)OCC)OC(C(CC)OCC)OCC